4-(5-cyclopropyl-1,2-oxazol-3-yl)-N-{2-fluoro-6-[1-(propane-2-yl)-1,2,3,6-tetrahydropyridin-4-yl]phenyl}-4-methylpiperidine-1-carboxamide C1(CC1)C1=CC(=NO1)C1(CCN(CC1)C(=O)NC1=C(C=CC=C1C=1CCN(CC1)C(C)C)F)C